benzyl ((1S)-2-((6-amino-2-((tert-butoxycarbonyl)amino)-2-(methylcarbamoyl)-2,3-dihydro-1H-inden-5-yl)amino)-1-cyclohexyl-2-oxoethyl)carbamate NC1=C(C=C2CC(CC2=C1)(C(NC)=O)NC(=O)OC(C)(C)C)NC([C@H](C1CCCCC1)NC(OCC1=CC=CC=C1)=O)=O